di(2-ethylhexyl)phosphocholine ammonium salt [NH4+].C(C)C(COP(=O)(OCC(CCCC)CC)OCC[N+](C)(C)C)CCCC